1-(5-(3-(4-(6-Fluorobenzo[d]isoxazol-3-yl)piperidin-1-yl)-1-hydroxypropyl)indol-1-yl)ethan-1-one (2S,3S)-3-(o-tolyl)butan-2-yl-(3-hydroxy-4-methoxypicolinoyl)-L-alaninate C1(=C(C=CC=C1)[C@@H](C(C)N([C@@H](C)C(=O)O)C(C1=NC=CC(=C1O)OC)=O)C)C.FC1=CC2=C(C(=NO2)C2CCN(CC2)CCC(O)C=2C=C3C=CN(C3=CC2)C(C)=O)C=C1